C(C)C=1N=C2N(C(C1C1=C(C=CC=C1)NS(=O)(=O)C=C)=O)C1=C(N2CC(=O)NC2=CC=C(C=C2)C(F)(F)F)C=CC=C1 2-(2-Ethyl-4-oxo-3-(2-(vinylsulfonamido)phenyl)benzo[4,5]imidazo[1,2-a]pyrimidin-10(4H)-yl)-N-(4-(trifluoromethyl)phenyl)acetamide